(4-amino-2-(2-(4-methylpiperazin-1-yl)pyridin-4-yl)-7-(pyridin-4-yl)pyrazolo[1,5-a]pyrazin-6-yl)benzonitrile NC=1C=2N(C(=C(N1)C1=C(C#N)C=CC=C1)C1=CC=NC=C1)N=C(C2)C2=CC(=NC=C2)N2CCN(CC2)C